COCOC=1C=CC(=NC1)C#N 5-(Methoxymethoxy)picolinonitrile